Methyl-2-((2R,3E,7Z,10S,12S,13E)-10-hydroxy-2-methoxy-12-(methoxymethoxy)-11,11-dimethylpentadeca-3,7,13-trien-5-yn-1-yl)oxazole-4-carboxylate COC(=O)C=1N=C(OC1)C[C@H](\C=C\C#C\C=C/C[C@@H](C([C@H](\C=C\C)OCOC)(C)C)O)OC